3-amino-6-(3-methylimidazo[1,2-a]pyridin-6-yl)-N-((6-morpholinylpyridin-2-yl)methyl)-5-(Oxazol-2-yl)pyrazine-2-carboxamide NC=1C(=NC(=C(N1)C=1OC=CN1)C=1C=CC=2N(C1)C(=CN2)C)C(=O)NCC2=NC(=CC=C2)N2CCOCC2